3-(3-(difluoromethyl)phenyl)-5-(3-methoxy-1-(piperidin-4-yl)-1H-pyrazol-4-yl)-1-tosyl-1H-pyrrolo[2,3-b]pyridine FC(C=1C=C(C=CC1)C1=CN(C2=NC=C(C=C21)C=2C(=NN(C2)C2CCNCC2)OC)S(=O)(=O)C2=CC=C(C)C=C2)F